7-fluoro-2H-1,4-benzoxazine-3(4H)-one FC1=CC2=C(NC(CO2)=O)C=C1